2-(((Benzyloxy)carbonyl)amino)-4-(pyrazin-2-yl)butanoic acid C(C1=CC=CC=C1)OC(=O)NC(C(=O)O)CCC1=NC=CN=C1